3-(4-(7-morpholino-5-(3-phenyl-1H-pyrazol-1-yl)furo[3,2-b]pyridin-2-yl)-1H-pyrazol-1-yl)propan-1-ol O1CCN(CC1)C1=C2C(=NC(=C1)N1N=C(C=C1)C1=CC=CC=C1)C=C(O2)C=2C=NN(C2)CCCO